5-(2,6-Difluoro-4-(2-methyl-2H-indazol-4-yl)benzyl)-N-((3R,4S)-3-hydroxytetrahydro-2H-pyran-4-yl)-4-oxo-4,5-dihydrothieno[3,2-c]pyridine-7-carboxamide FC1=C(CN2C(C3=C(C(=C2)C(=O)N[C@@H]2[C@H](COCC2)O)SC=C3)=O)C(=CC(=C1)C=1C3=CN(N=C3C=CC1)C)F